F[Er] fluoroerbium